ClC1=C(C=CC=C1NC(C1=NC=C(C=C1)C=O)=O)C1=C(C(=CC=C1)NC(=O)C1=CC=C(C=N1)CN1[C@@H](CCCC1)C(=O)O)C (S)-1-((6-(2'-chloro-3'-(5-formylpicolinamido)-2-methylbiphenyl-3-ylcarbamoyl)pyridin-3-yl)methyl)piperidine-2-carboxylic Acid